tert-butyl 4-((6-(4-cyanophenyl)-2,2-difluoro-7-azaspiro[3.5]non-7-yl) methyl)-5-cyclopropyl-7-methyl-1H-indole-1-carboxylate C(#N)C1=CC=C(C=C1)C1CC2(CC(C2)(F)F)CCN1CC1=C2C=CN(C2=C(C=C1C1CC1)C)C(=O)OC(C)(C)C